2-(4-(2,4-dichlorophenyl)-1,3-dithiolan-2-ylidene)-2-(1H-imidazol-1-yl)acetonitrile ClC1=C(C=CC(=C1)Cl)C1SC(SC1)=C(C#N)N1C=NC=C1